ClC1=CC=C(C=C1)C(C=CC1=CC(=C(C=C1)OC)O)=O 1-(4-Chlorophenyl)-3-(3-hydroxy-4-methoxyphenyl)prop-2-en-1-one